3-[6-(2,8-diazaspiro[4.5]decan-8-yl)-1-oxo-phthalazin-2-yl]-1-[(4-methoxyphenyl)methyl]piperidine-2,6-dione C1NCCC12CCN(CC2)C=2C=C1C=NN(C(C1=CC2)=O)C2C(N(C(CC2)=O)CC2=CC=C(C=C2)OC)=O